CN(C(/C=C/CC[C@H](C(=O)NC=1C(N(C=CC1)CC1=CC2=NC=C(C(=C2N1)OCC(C)C)F)=O)CN(C([O-])=O)C)=O)C (S,E)-7-(Dimethylamino)-1-((1-((6-fluoro-7-isobutoxy-1H-pyrrolo[3,2-b]pyridin-2-yl)methyl)-2-oxo-1,2-dihydropyridin-3-yl)amino)-1,7-dioxohept-5-en-2-yl-dimethylcarbamat